4,5-dimethyl-1H-pyrazol-3-amine CC=1C(=NNC1C)N